ClC1=CC=C(C=C1)C1=C(C(=NN1C1=C(C=C(C=C1)Cl)Cl)/C=C/C(=O)NCC1CCCCC1)C (E)-3-(5-(4-chlorophenyl)-1-(2,4-dichlorophenyl)-4-methyl-1H-pyrazol-3-yl)-N-(cyclohexylmethyl)acrylamide